((1R,2S)-2-fluorocyclopropyl)-methyl (1-cyclobutyl-3-(3,3-difluoro-1-methylcyclobutyl)-4-methyl-1H-pyrazol-5-yl)carbamate C1(CCC1)N1N=C(C(=C1NC(OC[C@@H]1[C@H](C1)F)=O)C)C1(CC(C1)(F)F)C